FC=1C(=NC(=NC1)NC=1C=C2CCOC(C2=CC1)=O)C1=CNC2=CC=CC=C12 3-(5-fluoro-2-((1-oxoisochroman-6-yl)amino)pyrimidin-4-yl)-1H-indol